OC=1C=C(C[C@H](N)C(=O)O)C=C(C1O)O 3,4,5-trihydroxy-L-phenylalanine